C(C)(C)(C)N(C(O)=O)C1=C(C=CC=C1)OCC(=C)C.OC1=CC=C(C=C1)C(C)(CCCCCCC)C1=CC=C(C=C1)O 2,2-bis(4-hydroxyphenyl)n-nonane tert-butyl-2-(2-methylallyloxy)phenylcarbamate